C(#N)COC(COC1=C(C=CC=C1)OC1=C(C=C(C(=C1)N1C(N(C(=CC1=O)C(F)(F)F)C)=O)F)Br)=O Cyanomethyl-(2-{2-bromo-4-fluoro-5-[3-methyl-2,6-dioxo-4-(trifluoromethyl)-3,6-dihydropyrimidin-1(2H)-yl]phenoxy}phenoxy)acetate